4-chloro-6-fluoro-N-[(3S)-tetrahydrofuran-3-yl]pyridine-2-carboxamide ClC1=CC(=NC(=C1)F)C(=O)N[C@@H]1COCC1